FC1=CC(=CC2=C1N(C(=N2)C2=CC=C(C=C2)S(=O)(=O)C)C)C2CCN(CC2)C2CCN(CC2)C2COC2 7-Fluoro-1-methyl-2-(4-(methylsulfonyl)phenyl)-5-(1'-(oxetan-3-yl)-[1,4'-bipiperidin]-4-yl)-1H-benzo[d]imidazol